4-bromo-N-(3,5-dimethyltricyclo[3.3.1.13,7]dec-1-yl)-2,5-difluorobenzenesulfonamide BrC1=CC(=C(C=C1F)S(=O)(=O)NC12CC3(CC(CC(C1)C3)(C2)C)C)F